CC1C2C(C(=O)OC2=O)C=CC1C 3,4-dimethyltetrahydrophthalic anhydride